N1-(2-(dimethylamino)ethyl)-5-ethoxy-N1-methyl-2-nitro-N4-(4-(3,3,5-trisMethyl-2,3-dihydro-1H-pyrrolo[3,2-b]pyridin-1-yl)-1,3,5-triazin-2-yl)benzene-1,4-diamine CN(CCN(C1=C(C=C(C(=C1)OCC)NC1=NC=NC(=N1)N1CC(C2=NC(=CC=C21)C)(C)C)[N+](=O)[O-])C)C